N-{1-[3-(3-fluoro-5-methylphenyl)-6-(tetramethyl-1,3,2-dioxaborolan-2-yl)quinolin-4-yl]Piperidin-4-yl}carbamic acid tert-butyl ester C(C)(C)(C)OC(NC1CCN(CC1)C1=C(C=NC2=CC=C(C=C12)B1OC(C(O1)(C)C)(C)C)C1=CC(=CC(=C1)C)F)=O